ClC=1C=C(C=C(C1)Cl)Br 3,5-dichloro-bromobenzene